iodomorphine IOC=1C=CC=2C[C@@H]3[C@@H]4C=C[C@@H]([C@H]5[C@@]4(C2C1O5)CCN3C)O